13,17-Dimethylheptatriacontane CC(CCCCCCCCCCCC)CCCC(CCCCCCCCCCCCCCCCCCCC)C